C(#N)C=1C=CC(=NC1)[C@H]1N(OCC1)C(=O)C1CCN(CC1)C1=NC=CC(=N1)C(=O)N 2-[4-[(3S)-3-(5-Cyano-2-pyridyl)isoxazolidine-2-carbonyl]-1-piperidyl]pyrimidine-4-carboxamide